C(C(C)C)(=O)OC Isobutyric acid, methyl ester